CC1=NC=CC(=C1C1=C2C(=NC(=C1)N1[C@@H](COCC1)C)C(=NN2C)C2=NNC=C2)C 7-(2,4-Dimethyl-pyridin-3-yl)-1-methyl-5-((R)-3-methyl-morpholin-4-yl)-3-(1H-pyrazol-3-yl)-1H-pyrazolo[4,3-b]pyridin